C(#N)C1=CC(=C(C=C1)N1CC(N(C2(CC(C2)C(=O)N)C1=O)CC1=CC=C(C=C1)C(F)(F)F)=O)F 8-(4-cyano-2-fluorophenyl)-6,9-dioxo-5-(4-(trifluoromethyl)benzyl)-5,8-diazaspiro[3.5]nonane-2-carboxamide